C(C)(C)(C)OC(=O)N1[C@H](CN(CC1)C(N(C)[C@H](C(=O)OC)C(C)C)=O)C (S)-4-(((S)-1-methoxy-3-methyl-1-oxobutan-2-yl)(methyl)carbamoyl)-2-methylpiperazine-1-carboxylic acid tert-butyl ester